COC(=O)C=1C=2N(C=CC1Cl)C(=CN2)C=2N=NC(=C(C2)C2CC2)O 7-chloro-3-(5-cyclopropyl-6-hydroxy-pyridazin-3-yl)imidazo[1,2-a]pyridine-8-carboxylic acid methyl ester